CN(C(=O)SC1=C(C=C(C=C1)S)S)C 1-dimethylcarbamoylthio-2,4-dimercaptobenzene